(N-3-methylphenyl-N-phenyl-amino)-triphenylamine CC=1C=C(C=CC1)N(C1=CC=CC=C1)C1=C(C=CC=C1)N(C1=CC=CC=C1)C1=CC=CC=C1